C(O)NC(C=C)=O acrylic acid, N-methylolamide